N-methyl-N-(2-cyano-4-chlorophenyl)acrylamide CN(C(C=C)=O)C1=C(C=C(C=C1)Cl)C#N